3,5-dibromo-4-octanoyloxybenzonitrile BrC=1C=C(C#N)C=C(C1OC(CCCCCCC)=O)Br